C(C1=CC=CC=C1)N(C1=CC(=CC(=N1)C1=C(C#N)C=CC=C1)[N+](=O)[O-])CCC 2-(6-(benzyl-(propyl)amino)-4-nitropyridin-2-yl)benzonitrile